3-(sec-butyl)-4-(3-methyl-1,2,4-thiadiazol-5-yl)-1,3,4,5-tetrahydro-2H-benzo[1,4]diazepin-2-one C(C)(CC)C1C(NC2=C(CN1C1=NC(=NS1)C)C=CC=C2)=O